O1CCN(CC1)C=1C=CC2=C(NC(=N2)C2=NNC3=CC=C(C=C23)C(=O)NCCCCNC(OC(C)(C)C)=O)C1 tert-butyl (4-(3-(6-morpholino-1H-benzo[d]imidazol-2-yl)-1H-indazole-5-carboxamido)butyl)carbamate